ClC1=CC(=C(C=C1)C=1CCCC2=C(C1C1=CC=C(C=C1)CC1CN(C1)CCCF)C=CC(=C2)C(=O)O)CC#N 8-(4-chloro-2-(cyanomethyl)phenyl)-9-(4-((1-(3-fluoropropyl)azetidin-3-yl)methyl)phenyl)-6,7-dihydro-5H-benzo[7]annulene-3-carboxylic acid